ClC1=CC=C2C(NC(=NC2=C1)NC1=CC(=CC(=C1)Cl)Cl)=O 7-chloro-2-((3,5-dichlorophenyl)amino)quinazoline-4(3H)-One